BrC=1C=NC=C(C1)COC1OCCCC1 3-bromo-5-(((tetrahydro-2H-pyran-2-yl)oxy)methyl)pyridine